D-Gluconamide O=C([C@H](O)[C@@H](O)[C@H](O)[C@H](O)CO)N